[Si](C)(C)(C(C)(C)C)OCC1(CCN(CC1)C=1C=NC(=CC1)[N+](=O)[O-])O 4-{[(tert-butyldimethylsilyl)oxy]methyl}-1-(6-nitropyridin-3-yl)piperidin-4-ol